1-Methyl-2-(6-trifluoromethyl-benzothiazol-2-ylamino)-1H-benzoimidazole-5-carboxylic acid (2-methoxy-ethyl)-amide COCCNC(=O)C1=CC2=C(N(C(=N2)NC=2SC3=C(N2)C=CC(=C3)C(F)(F)F)C)C=C1